4-(3-(2-ethoxyphenyl)-7H-[1,2,4]triazolo[3,4-b][1,3,4]thiadiazin-6-yl)aniline C(C)OC1=C(C=CC=C1)C1=NN=C2SCC(=NN21)C2=CC=C(N)C=C2